2-((S)-8-(5-((R)-3-(hydroxymethyl)piperazin-1-yl)pyrimidin-2-yl)-6,6a,7,8,9,10-hexahydro-5H-pyrazino[1',2':4,5]pyrazino[2,3-c]pyridazin-2-yl)phenol OC[C@H]1CN(CCN1)C=1C=NC(=NC1)N1C[C@H]2N(C=3C(=NN=C(C3)C3=C(C=CC=C3)O)NC2)CC1